ClC1=NC=CC(=N1)C(C(=O)OC)C Methyl 2-(2-chloropyrimidin-4-yl)propanoate